NC1CN(CC1)C=1C(=CC(=NC1)C1=CC(=C(C=C1)F)F)CC1=CN=C2N1C=CN=C2N 3-((5-(3-aminopyrrolidin-1-yl)-2-(3,4-difluorophenyl)pyridin-4-yl)methyl)imidazo[1,2-a]pyrazin-8-amine